5-(((1r,3r,5R,7S)-adamantan-2-ylidene)(methoxy)methyl)-2-((E)-4-methoxystyryl)phenol C12C(C3CC(CC(C1)C3)C2)=C(C=2C=CC(=C(C2)O)\C=C\C2=CC=C(C=C2)OC)OC